1,2,3-dioxathiolane O1OSCC1